diethyl (4-chlorobenzyl)phosphonate ClC1=CC=C(CP(OCC)(OCC)=O)C=C1